methyl 2,2-dimethylbenzo[d][1,3]dioxole-4-carboxylate CC1(OC2=C(O1)C=CC=C2C(=O)OC)C